2-cyclopropyl-6-(2'-methoxy-4'-methyl-3,4,5,6-tetrahydro-2H-[1,3']bipyridinyl-4-yl)-4-(2-trifluoromethyl-benzyl)-2,4,6,7-tetrahydro-pyrazolo[4,3-d]pyrimidin-5-one C1(CC1)N1N=C2C(N(C(N(C2)C2CCN(CC2)C=2C(=NC=CC2C)OC)=O)CC2=C(C=CC=C2)C(F)(F)F)=C1